S([O-])(O)(=O)=O.C(CCCCCCCCCC)[N+](C)(C)CCCCCCCCCC undecyldecyldimethylammonium bisulfate